1-(((2S)-4-((3-cyano-1-azetidinyl)sulfonyl)-2-morpholinyl)carbonyl)-N-(4-(trifluoromethyl)benzyl)-D-prolinamide C(#N)C1CN(C1)S(=O)(=O)N1C[C@H](OCC1)C(=O)N1[C@H](CCC1)C(=O)NCC1=CC=C(C=C1)C(F)(F)F